4-fluoro-N-[4-fluoro-5-[2-(4-methylpiperazin-1-yl)pyrimidin-5-yl]-2-[rac-(3R,5S)-3,4,5-trimethylpiperazin-1-yl]phenyl]-2-(trifluoromethyl)benzamide FC1=CC(=C(C(=O)NC2=C(C=C(C(=C2)C=2C=NC(=NC2)N2CCN(CC2)C)F)N2C[C@H](N([C@H](C2)C)C)C)C=C1)C(F)(F)F |r|